ClC1=C(C=C(C=C1)SCCCN(C([C@H]([C@H]([C@@H]([C@H](CO)O)O)O)O)=O)C1CCS(CC1)(=O)=O)COC1(CC1)C=1C=NC=CC1C1=C(C=CC=C1)OC1CC1 (2S,3S,4R,5S)-N-(3-{[4-chloro-3-({1-[4-(2-cyclopropoxyphenyl)pyridin-3-yl]cyclopropoxy}methyl)phenyl]sulfanyl}propyl)-N-(1,1-dioxo-1λ6-thian-4-yl)-2,3,4,5,6-pentahydroxy-hexanamide